2-[(4-methylpiperazine-1-yl)methylmethoxymethylsilyl]styrene CN1CCN(CC1)C[SiH](C1=C(C=C)C=CC=C1)COC